C(C=C)[C@H]1[C@H](CO[C@@H]1[C@H]1OC(OC1)(C)C)O[Si](C1=CC=CC=C1)(C1=CC=CC=C1)C(C)(C)C ({(3R,4R,5S)-4-allyl-5-[(4S)-2,2-dimethyl-1,3-dioxolan-4-yl]tetrahydro-3-furanyl}oxy)(2-methyl-2-propanyl)diphenylsilane